hexamethyldisilazide sodium salt [Na+].C[Si]([N-][Si](C)(C)C)(C)C